FC1=C(CNC(=O)C=2C(C(=C3N([C@H]4CC[C@H](CN(C3=O)C4)F)C2)O)=O)C=CC(=C1)F (4R,7S)-N-(2,4-difluorobenzyl)-4-fluoro-12-hydroxy-1,11-dioxo-1,4,5,6,7,11-hexahydro-3H-2,7-methanopyrido[1,2-a][1,4]diazonine-10-carboxamide